1,2,3,4,6-penta-O-acetyl-β-D-galactose C(C)(=O)O[C@H]1[C@H](OC(C)=O)[C@@H](OC(C)=O)[C@@H](OC(C)=O)[C@H](O1)COC(C)=O